CN(CCC1=CNC=2C=CC=C(C12)O)CCC(F)(F)F 3-(2-(methyl(3,3,3-trifluoropropyl)amino)ethyl)-1H-indol-4-ol